methyl (S)-1-((2-(((R)-6-hydroxyhexan-2-yl)oxy)-6-methylpyridin-3-yl)sulfonyl)piperidine-2-carboxylate OCCCC[C@@H](C)OC1=NC(=CC=C1S(=O)(=O)N1[C@@H](CCCC1)C(=O)OC)C